2-((6-amino-5-(2-methoxyphenoxy)-2-(3-methylbenzyl)pyrimidin-4-yl)oxy)ethan-1-ol NC1=C(C(=NC(=N1)CC1=CC(=CC=C1)C)OCCO)OC1=C(C=CC=C1)OC